C(C)NC=1C=C(C=C2C(C(NC12)=O)(N1C[C@@H](CCC1)NC=1C=NC(=CC1)S(=O)(=O)C)C)F 7-(ethylamino)-5-fluoro-3-methyl-3-[(3R)-3-[(6-methylsulfonyl-3-pyridyl)amino]-1-piperidyl]indolin-2-one